C(C1=CC=CC=C1)OC1=CC=C(OC2CN(C2)C2COCC2)C=C1 3-(4-(benzyloxy)phenoxy)-1-(tetrahydrofuran-3-yl)azetidine